N-(4-cyclobutyl-3-(3,3-difluorocyclobutyl)-1-methyl-1H-pyrazol-5-yl)-1-(trifluoromethyl)cyclopropane-1-carboxamide C1(CCC1)C=1C(=NN(C1NC(=O)C1(CC1)C(F)(F)F)C)C1CC(C1)(F)F